C1(CC1)N1C=C(C(C2=CC(=C(C(=C12)OC)N1CC(CCC1)NC)F)=O)C(=O)O 1-cyclopropyl-6-fluoro-1,4-dihydro-8-methoxy-7-(3-methylaminopiperidyl)-4-oxo-3-quinolinecarboxylic acid